OCC1=NC(=CC=C1O)C 2-(hydroxymethyl)-6-methylpyridin-3-ol